C(C)(C)(C)[Si](O[C@@H]1C[C@@H](C1)OCC1=C(C=C(C(=C1)F)F)F)(C)C tert-butyl(dimethyl)((cis-3-((2,4,5-trifluorobenzyl)oxy)cyclobutyl)oxy)silane